FC=1C=C(C=NC1)[C@@H]1N(CCC1)C1=NC=2N(C=C1)N=CC2C(=O)N[C@H]2[C@@H](CCC2)O 5-((R)-2-(5-fluoropyridin-3-yl)pyrrolidin-1-yl)-N-((trans)-2-hydroxycyclopentyl)pyrazolo[1,5-a]pyrimidine-3-carboxamide